δ,δ,2,4-tetrafluoro-benzenepentanoic acid FC(CCCC(=O)O)(C1=C(C=C(C=C1)F)F)F